[Si](C)(C)(C(C)(C)C)OCCC(C)(C)C1=C(C=CC=C1OP(=O)(OC(C)(C)C)OC(C)(C)C)CC(=O)OC(C)(C)C tert-butyl 2-(2-(4-((tert-butyldimethylsilyl)oxy)-2-methylbutan-2-yl)-3-((di-tert-butoxyphosphoryl)oxy)phenyl)acetate